FC(C1CCN(CC1)C1=NC2=CC=C(C=C2C=C1)NC1CC(C1)N)(F)F N1-(2-(4-(trifluoromethyl)piperidin-1-yl)quinolin-6-yl)cyclobutane-1,3-diamine